(S)-5,7-difluoro-1,2,3,4-tetrahydronaphthalene-2-amine hydrochloride Cl.FC1=C2CC[C@@H](CC2=CC(=C1)F)N